FC1=CC=C(C=C1)C1=NN=C(O1)NC(CC)C1CCC(CC1)C1=CC=NC2=CC=C(C=C12)C(F)(F)F 5-(4-fluorophenyl)-N-(1-((1s,4s)-4-(6-(trifluoromethyl)quinolin-4-yl)cyclohexyl)propyl)-1,3,4-oxadiazol-2-amine